2-(3-chlorobenzyl)-8-methyl-N-[(2RS)-tetrahydrofuran-2-ylmethyl]-4,5-dihydro-2H-furo[2,3-g]indazole-7-carboxamide ClC=1C=C(CN2N=C3C4=C(CCC3=C2)OC(=C4C)C(=O)NC[C@@H]4OCCC4)C=CC1 |r|